2-Amino-6-(3-((tert-butyldimethylsilyl)oxy)propyl)-6-phenyl-4,5,6,7-tetrahydrobenzo[b]thiophene-3-carboxamide NC1=C(C2=C(S1)CC(CC2)(C2=CC=CC=C2)CCCO[Si](C)(C)C(C)(C)C)C(=O)N